4-(1-Bromoethyl)-2-(trifluoromethyl)pyridine BrC(C)C1=CC(=NC=C1)C(F)(F)F